CC1=CC=CC(=N1)C1=C(N=CN1)C=1C=C2C=C(C=NC2=CC1)NC1=NN2C(CNCC2)=N1 6-[5-(6-methyl-2-pyridyl)-1H-imidazol-4-yl]-N-(5,6,7,8-tetrahydro-[1,2,4]triazolo[1,5-a]pyrazin-2-yl)quinolin-3-amine